but-3-en-1-yl (4-nitrophenyl) carbonate C(OCCC=C)(OC1=CC=C(C=C1)[N+](=O)[O-])=O